BrC=1C(=C(C2=C(C=C(O2)CNC(=O)OC(C)(C)C)C1)C(=O)OCC)C ethyl 5-bromo-2-(((tert-butoxycarbonyl)amino) methyl)-6-methylbenzofuran-7-carboxylate